C12N(CC(NC1)CC2)C2=NC(=NC=1C(N(N=CC12)C1=CC(=CC2=CC=C(C(=C12)F)F)O)=O)OC([2H])([2H])C1(CC1)CN1CCCC1 4-(2,5-Diazabicyclo[2.2.2]octan-2-yl)-7-(7,8-difluoro-3-hydroxynaphthalen-1-yl)-2-((1-(pyrrolidin-1-ylmethyl)cyclopropyl)methoxy-d2)pyrimido[4,5-d]pyridazin-8(7H)-one